tert-butyl (R)-3-((6-methylquinolin-5-yl)amino)pyrrolidine-1-carboxylate CC=1C(=C2C=CC=NC2=CC1)N[C@H]1CN(CC1)C(=O)OC(C)(C)C